C(C=C)OC([C@H](CC1=CC=C(OC(=O)NCC[C@@H](C(=O)O)NC(=O)OC(C)(C)C)C=C1)NC(=O)OC(C)(C)C)=O (2S)-4-{[(4-{(2S)-3-(allyloxy)-2-[(tert-butoxycarbonyl)amino]-3-oxopropyl}phenoxy)carbonyl]amino}-2-[(tert-butoxycarbonyl)amino]butanoic acid